dibromochloropropane C(C(CBr)Br)Cl